tert-Butyl (6-bromo-3-(hydrazinecarbonyl)-4-(2-hydroxyacetyl)pyridin-2-yl)(methyl-d3)carbamate BrC1=CC(=C(C(=N1)N(C(OC(C)(C)C)=O)C([2H])([2H])[2H])C(=O)NN)C(CO)=O